O=C1CCC(O1)C(=O)OCCCCCCCCCCCCCCCCCC octadecyl 5-oxotetrahydrofuran-2-carboxylate